(2-(3-bromo-2-methylphenyl)Oxazolo[4,5-b]pyridin-5-yl)methanol BrC=1C(=C(C=CC1)C=1OC=2C(=NC(=CC2)CO)N1)C